C(#N)[C@H](C)NC(=O)C=1C2=C(SC1NC(C1=CN=CC=C1)=O)CCCC2 (S)-N-(3-((1-Cyanoethyl)carbamoyl)-4,5,6,7-tetrahydro-benzo[b]thiophen-2-yl)nicotinamid